ethyl-thieno[3,2-b]pyridine-6,7-diamine C(C)C1=CC2=NC=C(C(=C2S1)N)N